(S)-5-((1-(3-Oxo-3-(4-(3-(trifluoromethyl)pyridin-2-yl)piperazin-1-yl)propoxy)propan-2-yl)amino)-4-(trifluoromethyl)pyridazin-3(2H)-one O=C(CCOC[C@H](C)NC1=C(C(NN=C1)=O)C(F)(F)F)N1CCN(CC1)C1=NC=CC=C1C(F)(F)F